N-(4-((2-(1,1-difluoroethyl)-6-methylpyrimidin-4-yl)amino)-5-((5-methylisoxazol-3-yl)methoxy)pyridin-2-yl)acetamide FC(C)(F)C1=NC(=CC(=N1)NC1=CC(=NC=C1OCC1=NOC(=C1)C)NC(C)=O)C